((1r,3r)-3-(2,7-diazaspiro[3.5]non-7-yl)cyclobutoxy)piperidine-1-carboxylic acid tert-butyl ester C(C)(C)(C)OC(=O)N1C(CCCC1)OC1CC(C1)N1CCC2(CNC2)CC1